2-aminoethyl-(trioctadecyloxysilane) NCC[Si](OCCCCCCCCCCCCCCCCCC)(OCCCCCCCCCCCCCCCCCC)OCCCCCCCCCCCCCCCCCC